2-(3-Bromo-2-iodophenoxy)-1-(5-chloropyridin-2-yl)ethane-1-ol BrC=1C(=C(OCC(O)C2=NC=C(C=C2)Cl)C=CC1)I